OC1=NC2=CC=CC=C2C=C1 (S)-hydroxyquinolin